NC1=C(C=CC(=C1)Br)C(CC(C(=O)O)NC(=O)OC(C)(C)C)=O 4-(2-amino-4-bromo-phenyl)-2-(tert-butoxycarbonylamino)-4-oxo-butanoic acid